iron-manganese dioxide [O-2].[O-2].[Mn+2].[Fe+2]